tetramethylformamidine methyl-sulfate COS(=O)(=O)O.CN(C(=NC)C)C